7-(4-(4-(2,3-dichlorophenyl)piperazin-1-yl)butoxy)-1-(3,4-dimethoxybenzyl)quinolin ClC1=C(C=CC=C1Cl)N1CCN(CC1)CCCCOC1=CC=C2C=CCN(C2=C1)CC1=CC(=C(C=C1)OC)OC